C1(CC1)C=1C=C(C=CC1)NS(=O)(=O)C1=C(C=C(C=C1)NC([C@H](C(C)C)CO)=O)OCC (2R)-N-[4-[(3-cyclopropylphenyl)sulfamoyl]-3-ethoxy-phenyl]-2-(hydroxymethyl)-3-methyl-butanamide